4,4'-dihydroxy-3,3'-diphenylbiphenyl OC1=C(C=C(C=C1)C1=CC(=C(C=C1)O)C1=CC=CC=C1)C1=CC=CC=C1